C(C1=CC=CC=C1)OC(=O)N1C[C@H]([C@@H](C1)F)NC(=O)OC(C)(C)C.N(=[N+]=[N-])CC1(OC2=C(C1)C=C(C(=C2C(C)=O)F)F)C 1-(2-(azidomethyl)-5,6-difluoro-2-methyl-2,3-dihydrobenzofuran-7-yl)ethan-1-one trans-benzyl-3-((tert-butoxycarbonyl)amino)-4-fluoropyrrolidine-1-carboxylate